N-(1-cyclobutyl-1H-pyrazol-4-yl)-2-[1-(difluoromethyl)-1H-pyrazol-4-yl]-1,3-thiazole-4-carboxamide C1(CCC1)N1N=CC(=C1)NC(=O)C=1N=C(SC1)C=1C=NN(C1)C(F)F